C(CCC)OC(NS(=O)(=O)C=1SC(=C(C1C1=CC=C(C=C1)CN1C=NC=C1)C)CC(C)C)=O ((3-(4-((1H-imidazol-1-yl)methyl)phenyl)-5-isobutyl-4-methylthiophene-2-yl)sulfonyl)carbamic acid butyl ester